C(C1=CC=CC=C1)N1N=CC(=C1)C(CBr)=O 1-(1-benzyl-1H-pyrazol-4-yl)-2-bromoethane-1-one